CC1=CN=C(N1)C1CCNCC1 4-(5-methyl-1H-imidazol-2-yl)piperidin